3-[4-[1-(2,6-dioxo-3-piperidyl)-3-methyl-2-oxo-benzimidazol-5-yl]-1-piperidyl]-N-[2-[[8-fluoro-6-hydroxy-7-(1,1,4-trioxo-1,2,5-thiadiazolidin-2-yl)-2-naphthyl]oxy]ethyl]propanamide O=C1NC(CCC1N1C(N(C2=C1C=CC(=C2)C2CCN(CC2)CCC(=O)NCCOC2=CC1=C(C(=C(C=C1C=C2)O)N2S(NC(C2)=O)(=O)=O)F)C)=O)=O